NC1CN(C1)C=1C=CC=2N=CN=C(C2N1)NC=1C=NC(=CC1)OC1=CC=CC=C1 6-(3-Aminoazetidin-1-yl)-N-(6-phenoxypyridin-3-yl)pyrido[3,2-d]pyrimidin-4-amine